C(CCCCCCCCC)(=O)N[C@@H](CC1=CC=CC=C1)C(=O)O N-decanoyl-L-phenylalanine